C(OC=1C=C(C=CC1)C12CCC(CC1)(CC2)N)([2H])([2H])[2H] 4-(3-(Methoxy-d3)phenyl)bicyclo[2.2.2]octan-1-amine